(3-pyrrolidin-1-ylsulfonylphenyl)boric acid N1(CCCC1)S(=O)(=O)C=1C=C(C=CC1)OB(O)O